N-(1-ethyl-2-oxo-1,2-dihydrobenzo[cd]indol-6-yl)benzenesulfonamide n-propyl-2-fluoro-α-cyanocinnamate C(CC)OC(C(=CC1=C(C=CC=C1)F)C#N)=O.C(C)N1C(C2=C3C(C(=CC=C13)NS(=O)(=O)C1=CC=CC=C1)=CC=C2)=O